NC(C(=O)N)CC1=NC2=CC=CC=C2NC1=O 2-amino-3-(3-oxo-4H-quinoxalin-2-yl)propanamide